C(OC=1C=C2C(=CNC2=CC1)C([2H])([2H])[C@H]1NCCC1)([2H])([2H])[2H] (S)-5-(methoxy-d3)-3-(pyrrolidin-2-ylmethyl-d2)-1H-indole